C(C)(C)(C)OC(=O)N[C@H](C(=O)N[C@H](C(=O)OC)CC1C(NC2(CC2)CC1)=O)CC1CC1 methyl (2S)-2-[[(2S)-2-(tert-butoxy carbonylamino)-3-cyclopropyl 1-propanoyl]amino]-3-(5-oxo-4-azaspiro[2.5]octan-6-yl)propanoate